NC1=NC=C(C2=C1C(=C(N2C)C2=CC=C(C=C2)NC(C(=C)F)=O)C2=CC(=C(C(=O)NCC(F)(F)F)C=C2)OC)C#CCN2CCOCC2 4-(4-amino-2-(4-(2-fluoroacryloylamino)phenyl)-1-methyl-7-(3-morpholinoprop-1-yn-1-yl)-1H-pyrrolo[3,2-c]pyridin-3-yl)-2-methoxy-N-(2,2,2-trifluoroethyl)benzamide